[Sb]=O.[Sn].[Zn] zinc-tin-antimony oxide